3-[[1-[6-(3-cyano-5-methyl-pyrazol-1-yl)-5-(difluoromethoxy)-2-pyridyl]benzimidazol-5-yl]amino]-N,N,6-trimethyl-pyridazine-4-carboxamide C(#N)C1=NN(C(=C1)C)C1=C(C=CC(=N1)N1C=NC2=C1C=CC(=C2)NC=2N=NC(=CC2C(=O)N(C)C)C)OC(F)F